BrC1=CC=C(C(=O)NN2C(=NC3=CC=CC=C3C2=O)C2=CC=C(C=C2)F)C=C1 4-bromo-N-(2-(4-fluorophenyl)-4-oxoquinazolin-3(4H)-yl)benzamide